3-(2-methyl-4-oxo-5-((4-((3-(pyridin-3-yl)azetidin-1-yl)methyl)benzyl)amino)quinazolin-3(4H)-yl)piperidine-2,6-dione CC1=NC2=CC=CC(=C2C(N1C1C(NC(CC1)=O)=O)=O)NCC1=CC=C(C=C1)CN1CC(C1)C=1C=NC=CC1